3-(4-nitrophenyl)-5-(trifluoromethyl)pyridine [N+](=O)([O-])C1=CC=C(C=C1)C=1C=NC=C(C1)C(F)(F)F